BrCCCCC(=O)OCCCCCCCC 1-octyl 5-bromopentanoate